C(C)N1N=NC=C1CN1C=NC2=C1C=C(C=C2)C(=O)O 1-((1-ethyl-1H-1,2,3-triazol-5-yl)methyl)-1H-benzo[d]imidazole-6-carboxylic acid